ClCCCO (S)-3-chloropropanol